2,3-dihydro-9H-[1,4]dioxino[2,3-h]chromen-9-one O1CCOC=2C=CC=3C=CC(OC3C21)=O